fluoro-N-(5-((4-isopropylpiperazin-1-yl)methyl)pyridin-2-yl)-4-(5-(pyrrolidin-1-ylmethyl)furan-2-yl)pyrimidin-2-amine FC=1C(=NC(=NC1)NC1=NC=C(C=C1)CN1CCN(CC1)C(C)C)C=1OC(=CC1)CN1CCCC1